4-[3-[2,6-Dichloro-4-[(1R,4r,6R)-6-methoxy-1-methyl-2-azaspiro[3.3]heptan-2-yl]benzoyl]-2,4-dihydro-1,3-benzoxazin-8-yl]-5-fluoro-2-(3-oxa-8-azabicyclo[3.2.1]octan-8-yl)benzoic acid ClC1=C(C(=O)N2COC3=C(C2)C=CC=C3C3=CC(=C(C(=O)O)C=C3F)N3C2COCC3CC2)C(=CC(=C1)N1[C@@H](C2(C1)CC(C2)OC)C)Cl